5-[3-[1-(difluoromethyl)-3,5-dimethyl-pyrazol-4-yl]pyrazolo[1,5-a]pyridin-5-yl]-2-(3,6-dihydro-2H-pyran-4-yl)furan-3-carboxylic acid FC(N1N=C(C(=C1C)C=1C=NN2C1C=C(C=C2)C2=CC(=C(O2)C=2CCOCC2)C(=O)O)C)F